S(=O)(=O)([O-])S(=O)(=O)[O-].[Ca+2] calcium metabisulfate